(S)-2-(3-(((3'-(N-benzylsulfamoyl)-6-(1H-imidazol-1-yl)-4'-methoxy-[1,1'-biphenyl]-3-yl)methyl)amino)-2-oxoazepan-1-yl)-N-methylacetamide C(C1=CC=CC=C1)NS(=O)(=O)C=1C=C(C=CC1OC)C1=CC(=CC=C1N1C=NC=C1)CN[C@@H]1C(N(CCCC1)CC(=O)NC)=O